BrC1=C(C=CC=2N1N=C(C2C2=C(C=CC=C2F)F)C)C(=O)OC methyl 7-bromo-3-(2,6-difluorophenyl)-2-methylpyrazolo[1,5-a]pyridine-6-carboxylate